3-methyl-7-oxo-9-oxa-2,6-diazaspiro[4.5]decan-2-ium chloride [Cl-].CC1[NH2+]CC2(C1)NC(COC2)=O